O=C1NC(CCC1C1=NN(C2=C(C=CC=C12)N1CCC(CC1)CN1CC2(C1)CCN(CC2)C(=O)OC(C)(C)C)C)=O tert-butyl 2-((1-(3-(2,6-dioxopiperidin-3-yl)-1-methyl-1H-indazol-7-yl) piperidin-4-yl) methyl)-2,7-diazaspiro[3.5]nonane-7-carboxylate